Cl.C(C)OC1CNCC1 3-ethoxypyrrolidine hydrochloride